2-(3,5-dichloro-4-(3-((4,4-difluoropiperidin-1-yl)sulfonyl)-4-hydroxyphenoxy)phenyl)-6-(trifluoromethyl)-1,2,4-triazine-3,5(2H,4H)-dione ClC=1C=C(C=C(C1OC1=CC(=C(C=C1)O)S(=O)(=O)N1CCC(CC1)(F)F)Cl)N1N=C(C(NC1=O)=O)C(F)(F)F